OCCN(CCN(C(CCCCCCC)=O)C(CCCCCCCCC(=O)OCC(CCCCCC)CCCC)CCCCCCCCC(=O)OCC(CCCCCC)CCCC)C bis(2-butyloctyl) 10-(N-(2-((2-hydroxyethyl)(methyl) amino)ethyl)octanamido)nonadecanedioate